FCC(=O)N1CC[C@@H]2N(C([C@H](C1)NC(OC(C)(C)C)=O)=O)[C@@H](CC2)C(N[C@H](C)C2=CC=C(C=C2)F)=O tert-butyl ((5S,8S,10aR)-3-(2-fluoroacetyl)-8-(((R)-1-(4-fluorophenyl)ethyl)carbamoyl)-6-oxodecahydropyrrolo[1,2-a][1,5]diazocin-5-yl)carbamate